C(=O)C1=NOC(=C1)[C@H](C(=O)N1[C@@H](C[C@H](C1)O)C(=O)N[C@@H](C)C1=CC=C(C=C1)C1=C(N=CS1)C)C(C)C (2S,4R)-1-[(2R)-2-(3-formyl-1,2-oxazol-5-yl)-3-methylbutanoyl]-4-hydroxy-N-[(1S)-1-[4-(4-methyl-1,3-thiazol-5-yl)phenyl]ethyl]pyrrolidine-2-carboxamide